N-[(2-methyl)allyl]Benzamide CC(CNC(C1=CC=CC=C1)=O)=C